tert-butyl (S)-5-bromo-6-chloro-8a,9,11,12-tetrahydropyrazino[2',1':3,4][1,4]oxazepino[5,6,7-de]quinazoline-10(8H)-carboxylate BrC=1C(=C2C3=C(N=CN=C3C1)N1[C@H](CO2)CN(CC1)C(=O)OC(C)(C)C)Cl